((2R,3S,5R)-5-(2,4-dioxopyrimidin-1(2H)-yl)-tetrahydrofuran-2-yl)-methyl butyl hydrogen phosphate P(=O)(OC[C@@H]1O[C@H](CC1)N1C(NC(C=C1)=O)=O)(OCCCC)O